FC12CN(C(C1)C2)C2=CC=C1C3(CC=4C(=NOC4C1=C2)NS(=O)(=O)C2=C(C=CC=C2OC)OC)CC3 N-(8'-(4-fluoro-2-azabicyclo[2.1.1]hexan-2-yl)-4'H-spiro[cyclopropane-1,5'-naphtho[2,1-d]isoxazol]-3'-yl)-2,6-dimethoxybenzenesulfonamide